[Si](C)(C)(C(C)(C)C)OCC(OC1=CC(=CC=2N1C(=CN2)C#N)C=2N=NN(C2C)C2CCN(CC2)C(=O)OC(C)(C)C)C2=NC=C(C=C2F)F tert-Butyl 4-[4-[5-[2-[tert-butyl(dimethyl)silyl]oxy-1-(3,5-difluoro-2-pyridyl)ethoxy]-3-cyano-imidazo[1,2-a]pyridin-7-yl]-5-methyl-triazol-1-yl]piperidine-1-carboxylate